ClC1=NC=C(C(=C1)N1CC(C1)C(=O)NC(C)(C)C1=CN=C2N1C=CC=C2)F 1-(2-chloro-5-fluoropyridin-4-yl)-N-(2-{imidazo[1,2-a]pyridin-3-yl}propan-2-yl)azetidine-3-carboxamide